FC(C1=COC2=C(C=N1)C=CC=C2)(F)F 3-trifluoromethyl-1,4-benzoxazepine